C(C)(C)(C)OC(=O)N[C@@H](C(=O)N[C@@H](C(=O)N[C@@H](C(=O)N[C@@H](C(=O)O)CCCCNC(=O)OCC1=CC=CC=C1)CC(C)C)CC1=CC=CC=C1)CC1=CC=CC=C1 (R)-2-((R)-2-((R)-2-((R)-2-tert-butyloxycarbonylamino-3-phenylpropanamido)-3-phenylpropanamido)-4-methylpentanamido)-6-benzyloxycarbonylaminohexanoic acid